N1=C(N=C(C2=C1C=CS2)O)O thienopyrimidine-2,4-diol